BrC(CBr)C1CCCCC1 4-(1,2-dibromoethyl)cyclohexane